iso-Pentyl-4-(4-methyl-2-oxopiperazin-1-yl)-1H-benzo[d]imidazole-1-carboxamide C(CC(C)C)C1=NC2=C(N1C(=O)N)C=CC=C2N2C(CN(CC2)C)=O